N-(cyclohexylmethyl)-2-methoxyethan-1-amine C1(CCCCC1)CNCCOC